C[C@]1(CO1)OCC1=CC=CC=C1 (2R)-benzyl 2-epoxypropyl ether